Dibromopyridazinedione C1(=C(N=NC(=O)C1=O)Br)Br